4-((7R,14R)-1-(difluoromethoxy)-6-(methyl-d3)-5-oxo-5,6,7,14-tetrahydro-7,14-methanobenzo[f]benzo[4,5]imidazo[1,2-a][1,4]diazocin-11-yl)but-3-ynoic acid FC(OC1=CC=CC=2C(N([C@H]3C=4N([C@@H](C21)C3)C3=C(N4)C=CC(=C3)C#CCC(=O)O)C([2H])([2H])[2H])=O)F